1-[[3-amino-4-(7-fluoro-1H-indazol-4-yl)-2-oxo-1H-1,7-phenanthroline-6-yl]oxymethyl]cyclobutane-1-carbonitrile NC=1C(NC2=C3C=CC=NC3=C(C=C2C1C1=C2C=NNC2=C(C=C1)F)OCC1(CCC1)C#N)=O